2-((((1r,3r,6s)-6-(5-fluoropyrimidin-2-yl) bicyclo[4.1.0]hept-3-yl) oxy) methyl)-5-methylpyrrolidine-1-carboxylate FC=1C=NC(=NC1)[C@@]12CC[C@H](C[C@H]2C1)OCC1N(C(CC1)C)C(=O)[O-]